COC(=O)C1=NC(=CC=C1C=1C(=CC2=C(OCCC3=C2SC=C3)C1)C(=O)NC=1C=C3CN(CC3=CC1)C(=O)OC(C)(C)C)C(NCCC)=O tertbutyl 5-(8-(2-(methoxycarbonyl)-6-(propylcarbamoyl)pyridin-3-yl)-4,5-dihydrobenzo[b]thieno[2,3-d]oxepine-9-carboxamido)isoindoline-2-carboxylate